IC1=CN(C2=C(C=CC=C12)C=1N=NC=CC1)C(=O)OC(C)(C)C tert-butyl 3-iodo-7-(pyridazin-3-yl)-1H-indole-1-carboxylate